C(C=C)(=O)NCCC[SiH3] 3-acrylamidopropyl-silane